3,5-dimethyl-4-(4-nitrophenyl)-1H-pyrazole CC1=NNC(=C1C1=CC=C(C=C1)[N+](=O)[O-])C